N-((cis)-3-(5-chloro-2-cyanophenyl)-3-methylcyclobutyl)-1-((R or S)-1-(4-methyl-2-((1R,5S)-2-oxo-3-azabicyclo[3.1.0]hexan-3-yl)pyrimidin-5-yl)ethyl)-1H-1,2,3-triazole-4-carboxamide ClC=1C=CC(=C(C1)C1(CC(C1)NC(=O)C=1N=NN(C1)[C@H](C)C=1C(=NC(=NC1)N1C([C@@H]2C[C@@H]2C1)=O)C)C)C#N |o1:19|